5-[(3-cyclopropyl-2-fluorophenyl)sulfonyl]-N-[2-(2,4-dimethylphenyl)-2,2-difluoroethyl]-2-methyl-isonicotinamide C1(CC1)C=1C(=C(C=CC1)S(=O)(=O)C1=CN=C(C=C1C(=O)NCC(F)(F)C1=C(C=C(C=C1)C)C)C)F